C(C)OC=1C=C(C=CC1C=1NC(C2=C(N1)NN=N2)=O)C2=CC(=CC=C2)[C@@H]2[C@@H](C2)C(=O)O |r| Rac-cis-2-(3'-ethoxy-4'-(7-oxo-6,7-dihydro-3H-[1,2,3]triazolo[4,5-d]pyrimidin-5-yl)-[1,1'-biphenyl]-3-yl)cyclopropane-1-carboxylic acid